COC(CSC(C1=NN(C2=CC=CC=C12)C)C#N)=O.FC(COP1(=NP=NP=N1)C(C(F)(F)F)(F)F)(F)F trifluoroethoxypentafluoroethyl-cyclotriphosphazene methyl-2-((cyano(1-methyl-1H-indazol-3-yl)methyl)thio)acetate